(2S,3R,4S,5R)-2-(3-((((1R,2R,3R,5S)-2,6,6-trimethylbicyclo[3.1.1]heptan-3-yl)amino)methyl)-1H-indol-1-yl)tetrahydro-2H-pyran-3,4,5-triol C[C@@H]1[C@@H]2C([C@H](C[C@H]1NCC1=CN(C3=CC=CC=C13)[C@H]1OC[C@H]([C@@H]([C@H]1O)O)O)C2)(C)C